N1=CC(=C2N1C=CN=C2)C(=O)N2CC1(C2)CC(C1)NC(CC1=CC(=CC=C1)C(F)(F)F)=O N-(2-(pyrazolo[1,5-a]pyrazine-3-carbonyl)-2-azaspiro[3.3]heptan-6-yl)-2-(3-(trifluoromethyl)phenyl)acetamide